Rac-N-(7-chloro-6-(1-(oxetan-3-yl)piperidin-4-yl)isoquinolin-3-yl)-6-oxaspiro[2.5]octane-1-carboxamide ClC1=C(C=C2C=C(N=CC2=C1)NC(=O)[C@@H]1CC12CCOCC2)C2CCN(CC2)C2COC2 |r|